N(=[N+]=[N-])CCON[C@@H](CCCCN)C(=O)O azidoethoxy-L-lysine